CC1(OB(OC1(C)C)C1=CC=C(C=C1)S(=O)(=O)N1CCOCC1)C 4-((4-(4,4,5,5-tetramethyl-1,3,2-dioxaborol-2-yl)phenyl)sulfonyl)morpholine